(3-hydroxypropyl)-1-propylpiperidin-1-ium OCCC[N+]1(CCCCC1)CCC